tert-butyl 3-[4-(2,2,2-trifluoro-1,1-dimethyl-ethoxy)phenyl]azetidine-1-carboxylate FC(C(OC1=CC=C(C=C1)C1CN(C1)C(=O)OC(C)(C)C)(C)C)(F)F